C(C)OC(=O)C1=NN(C(=C1Cl)C(=O)OCC)CC(CNC(=O)OC(C)(C)C)(F)F 1-[3-(tert-Butoxycarbonylamino)-2,2-difluoro-propyl]-4-chloro-pyrazole-3,5-dicarboxylic acid diethyl ester